ruthenium (II) tetratriethylammonium salt C(C)[NH+](CC)CC.C(C)[NH+](CC)CC.C(C)[NH+](CC)CC.C(C)[NH+](CC)CC.[Ru+2]